C(C1=CC=CC=C1)NC1=C(C=C(C=C1)OC)C(=C)C1=CC=C(C=C1)F N-benzyl-2-(1-(4-fluorophenyl)vinyl)-4-methoxyaniline